BrC1=C(C=O)C(=CC(=C1)O)Br 2,6-dibromo-4-hydroxybenzaldehyde